CC=1C=C(C2=C(C=C(O2)C(C)NC(=O)C=2C=NN3C2N=CC=C3)C1)C(=O)O 5-Methyl-2-(1-(pyrazolo[1,5-a]pyrimidine-3-carboxamido)ethyl)benzofuran-7-carboxylic acid